nitrovinylcaprolactam [N+](=O)([O-])C=CC1C(=O)NCCCC1